1-(4-(8-amino-3-cyclopropylimidazo[1,5-a]pyrazin-1-yl)-2-fluorophenyl)-3-(5-(1-(trifluoromethyl)cyclopropyl)isoxazol-3-yl)urea NC=1C=2N(C=CN1)C(=NC2C2=CC(=C(C=C2)NC(=O)NC2=NOC(=C2)C2(CC2)C(F)(F)F)F)C2CC2